5-fluoro-4-(3-(2-oxopiperidin-1-yl)phenyl)pyrimidin FC=1C(=NC=NC1)C1=CC(=CC=C1)N1C(CCCC1)=O